4-(trifluoromethoxy)-N-(1-(4-(trifluoromethyl)phenyl)pent-4-en-1-yl)benzenesulfonamide FC(OC1=CC=C(C=C1)S(=O)(=O)NC(CCC=C)C1=CC=C(C=C1)C(F)(F)F)(F)F